NC1=CC=C(C=C1)CCNC(C1=CC(=C(C=C1)NC1=NC=C(C(=N1)C=1C=NN(C1)C(C)C)Cl)OC)=O N-(4-aminophenylethyl)-4-((5-chloro-4-(1-isopropyl-1H-pyrazol-4-yl)pyrimidin-2-yl)amino)-3-methoxybenzamide